Tetrabutylphosphine benzotriazole salt N1N=NC2=C1C=CC=C2.C(CCC)P(CCCC)(CCCC)CCCC